(6S,9S,12S)-6-(4-aminobutyl)-9-isobutyl-12-(methoxycarbonyl)-2,2-dimethyl-4,7,10-trioxo-3-oxa-5,8,11-triazapentadecan-15-oic acid NCCCC[C@H](NC(OC(C)(C)C)=O)C(N[C@H](C(N[C@@H](CCC(=O)O)C(=O)OC)=O)CC(C)C)=O